FC1=C(C=CC=C1)NC(C1=C(C=CC(=C1)S(=O)(=O)N1CCC2=CC=CC=C12)OC)=O N-(2-fluorophenyl)-5-(indolin-1-ylsulfonyl)-2-methoxybenzamide